ClC1=CN(SC1Cl)CCCCCCCC 4,5-dichloro-2-N-octyl-3-isothiazolin